5-(aminomethyl)-1-(cis-3-hydroxycyclobutyl)-N,N-dimethyl-1H-pyrazole-3-carboxamide NCC1=CC(=NN1[C@@H]1C[C@@H](C1)O)C(=O)N(C)C